4-amino-N-(3,4-dimethylisoxazol-5-yl)benzenesulfonamide NC1=CC=C(C=C1)S(=O)(=O)NC1=C(C(=NO1)C)C